5-((5-isopropyl-1H-pyrrolo[2,3-b]pyridin-4-yl)oxy)pyrimidin-2,4-diamine C(C)(C)C=1C(=C2C(=NC1)NC=C2)OC=2C(=NC(=NC2)N)N